CO[SiH2]CC[SiH2]OC 1,2-dimethoxysilyl-ethane